FC1=C(C(=O)NC2=CC(=CC(=C2)C(F)(F)F)C=2C=NN(C2)C)C=C(C(=C1)C)C#CC1=CN=C2N1C=CC=C2NC=2C=NN(C2)C 2-fluoro-4-methyl-N-(3-(1-methyl-1H-pyrazol-4-yl)-5-(trifluoromethyl)phenyl)-5-((8-((1-methyl-1H-pyrazol-4-yl)amino)imidazo[1,2-a]pyridin-3-yl)ethynyl)benzamide